FC1=C(C=C(C=C1)OC=1C(=C2C=CNC2=CC1F)C)C=1NC(=CN1)C(C)(O)C1=CC=CC(=N1)CCC(=O)O 3-(6-(1-(2-(2-fluoro-5-((6-fluoro-4-methyl-1H-indol-5-yl)oxy)phenyl)-1H-imidazol-5-yl)-1-hydroxyethyl)pyridin-2-yl)propanoic acid